ClC=1C(=CC2=C(OC(O2)(F)F)C1)C=1N=CC(=NC1)N 5-(6-chloro-2,2-difluorobenzo[d][1,3]dioxolan-5-yl)pyrazin-2-amine